1-(4-chlorophenyl)-N-hydroxycyclobutane-1-carboxamidine ClC1=CC=C(C=C1)C1(CCC1)C(=N)NO